O=S1(NC2(CN(C2)C(=O)N2CC3(C2)CC(C3)CC3=NC=C(N=C3)C(F)(F)F)CC1)=O (6,6-dioxo-6lambda6-thia-2,5-diazaspiro[3.4]octan-2-yl)-[6-[[5-(trifluoromethyl)pyrazin-2-yl]methyl]-2-azaspiro[3.3]heptan-2-yl]methanone